CC=1NC(=CN1)C 2,5-dimethylimidazole